C(C1=CC=CC=C1)OC1=NC(=CC=C1C1=NN(C2=CC(=CC=C12)Br)C)OCC1=CC=CC=C1 3-(2,6-bis(benzyloxy)pyridin-3-yl)-6-bromo-1-methyl-1H-indazole